C(C)OC1=C(C=NC(=C1)OCC1=CC=C(C=C1)OC)C1=CC(=C(C=C1)CC(=O)NC=1C=C(C(=O)NCCN2C[C@@H](CC2)F)C=C(C1)C(F)(F)F)F 3-[[2-[4-[4-ethoxy-6-[(4-methoxyphenyl)methoxy]-3-pyridyl]-2-fluorophenyl]acetyl]amino]-N-[2-[(3R)-3-fluoropyrrolidin-1-yl]ethyl]-5-(trifluoromethyl)benzamide